C=CN1C=CN=C1 vinylimidazole